N(=C=O)C1=C(C=C(C=C1)[N+](=O)[O-])OC 1-isocyanato-2-methoxy-4-nitro-benzene